sulfuric acid-ammonium salt [NH4+].S([O-])([O-])(=O)=O.[NH4+]